C(C)(C)(C)C1=NN(C(=C1)N1C(N(C(C1=O)(C)C)CC1=CC(=NC=C1)N[C@H](CC#N)C)=O)C (S)-3-((4-((3-(3-(tert-butyl)-1-methyl-1H-pyrazol-5-yl)-5,5-dimethyl-2,4-dioxoimidazolidin-1-yl)methyl)pyridin-2-yl)amino)butanenitrile